3-((1-Cyclopropyl-6-fluoro-1H-benzo[d]imidazol-5-yl)ethynyl)-1-((3S,5R)-5-(methoxymethyl)pyrrolidin-3-yl)-5-(methylamino)-1H-pyrazole-4-carboxamide hydrochloride Cl.C1(CC1)N1C=NC2=C1C=C(C(=C2)C#CC2=NN(C(=C2C(=O)N)NC)[C@@H]2CN[C@H](C2)COC)F